1-[3-(1-Hydroxyethyl)-6-[5-[(4-methoxypyridazin-3-yl)amino]benzimidazol-1-yl]-2-pyridyl]-5-methyl-pyrazole-3-carbonitrile OC(C)C=1C(=NC(=CC1)N1C=NC2=C1C=CC(=C2)NC=2N=NC=CC2OC)N2N=C(C=C2C)C#N